CNCC=1N=C(C=2N(C1)C=CN2)C2=CC=C(C=C2)C(F)(F)F N-methyl-1-(8-(4-(trifluoromethyl)phenyl)imidazo[1,2-a]pyrazin-6-yl)methanamine